O=C1OCCN1C1=CC=C(C=C1)NC1=NC2=C(C=CC=C2C=N1)C=1C=C(C=CC1)NC(C=C)=O N-(3-(2-((4-(2-oxooxazolidin-3-yl)phenyl)amino)quinazolin-8-yl)phenyl)acrylamide